3-(7-((1-(3-(Tert-butyl)bicyclo[1.1.1]pentane-1-carbonyl)piperidin-4-yl)oxy)-1-methyl-1H-indazol-3-yl)piperidine-2,6-dione C(C)(C)(C)C12CC(C1)(C2)C(=O)N2CCC(CC2)OC=2C=CC=C1C(=NN(C21)C)C2C(NC(CC2)=O)=O